The molecule is a pentacyclic triterpenoid that is the 2-O-caffeoyl derivative of maslinic acid. It is isolated from the branch barks of Hippophae rhamnoides and acts as a radical scavenger. It has a role as a metabolite and a radical scavenger. It is a pentacyclic triterpenoid, a hydroxy monocarboxylic acid, a cinnamate ester and a member of catechols. It derives from a maslinic acid and a trans-caffeic acid. It derives from a hydride of an oleanane. C[C@@]12CC[C@@H]3[C@@]([C@H]1CC=C4[C@]2(CC[C@@]5([C@H]4CC(CC5)(C)C)C(=O)O)C)(C[C@H]([C@@H](C3(C)C)O)OC(=O)/C=C/C6=CC(=C(C=C6)O)O)C